ClC1=NC=C(C(=N1)C1=CN(C2=CC(=C(C=C12)F)F)C)C(F)(F)F 3-(2-chloro-5-(trifluoromethyl)pyrimidin-4-yl)-5,6-difluoro-1-methyl-1H-indole